4-((1S,4S)-4-(1-(4-chloro-1H-imidazol-2-yl)ethyl)cyclohexyl)-6-fluoroquinoline ClC=1N=C(NC1)[C@@H](C)C1CCC(CC1)C1=CC=NC2=CC=C(C=C12)F